C=C1CC(CC=C1)=C 1,3-Dimethandiylbenzol